N[C@@H](CO)[C@@H](\C=C\CCCCCCCCC1(N=N1)CCCC#C)O (2S,3R,E)-2-amino-13-(3-(pent-4-yn-1-yl)-3H-diazirin-3-yl)tridec-4-ene-1,3-diol